N1=C(SC2=C1CCOC2)C=2C=CC=1N(C2)N=CC1C=1CCN(CC1)C(=O)OC(C)(C)C tert-butyl 4-(6-(6,7-dihydro-4H-pyrano[4,3-d]thiazol-2-yl)pyrazolo[1,5-a]pyridin-3-yl)-3,6-dihydropyridine-1(2H)-carboxylate